C(C)OC(C1=C(C=CC=C1)C(=O)C=1C(=NC=CC1)F)OCC [2-(diethoxymethyl)phenyl](2-fluoropyridin-3-yl)methanone